N[C@H](C(=O)O[C@@H]1[C@H](O[C@]([C@@H]1O)(C1=CC=C2C(=NC=NN21)NC(CCCC)=O)C#N)COC(CC2CCCC2)=O)C(C)(C)C (2R,3S,4R,5R)-5-cyano-2-((2-cyclopentylacetoxy)methyl)-4-hydroxy-5-(4-pentanamidopyrrolo[2,1-f][1,2,4]triazin-7-yl)tetrahydrofuran-3-yl (S)-2-amino-3,3-dimethylbutanoate